2-bromo-N-(4-fluoro-5-(2-morpholinoethyl)-2-(piperidin-1-yl)phenyl)thiazole-4-carboxamide BrC=1SC=C(N1)C(=O)NC1=C(C=C(C(=C1)CCN1CCOCC1)F)N1CCCCC1